2-(pyridine-2-yl)phenol N1=C(C=CC=C1)C1=C(C=CC=C1)O